mono-1-hydroxy-2-naphthoate OC1=C(C=CC2=CC=CC=C12)C(=O)[O-]